2-[(diphenylmethylidene)amino]-3-[3-fluoro-5-(3-methyl-2-oxo-1,3-benzoxazol-5-yl)-1-benzothiophen-2-yl]propanenitrile C1(=CC=CC=C1)C(C1=CC=CC=C1)=NC(C#N)CC=1SC2=C(C1F)C=C(C=C2)C=2C=CC1=C(N(C(O1)=O)C)C2